C(C)OC(CCNC(C(=O)OC)(C)C)=O methyl 2-[(3-ethoxy-3-oxo-propyl)amino]-2-methylpropanoate